3-(((2R,5S)-5-(4-chlorobenzyl)-4-(4-(4,5-dimethylthiazol-2-yl)cyclohexyl)morpholin-2-yl)methyl)-6,6-dimethyl-3-azabicyclo[3.1.0]hexane-2,4-dione hydrochloride Cl.ClC1=CC=C(C[C@H]2CO[C@H](CN2C2CCC(CC2)C=2SC(=C(N2)C)C)CN2C(C3C(C3C2=O)(C)C)=O)C=C1